C(C)(C)(C)OC(=O)N[C@@H](C(=O)N[C@@H](C(=O)O)CC1=CC=CC=C1)CC1=CC=CC=C1 (2R)-2-[[(2R)-2-(tert-Butoxycarbonylamino)-3-phenyl-propionyl]amino]-3-phenyl-propionic acid